7-amino-4-methylcoumarin-3-acetic acid, succinimidyl ester NC1=CC=C2C(=C(C(OC2=C1)=O)CC(=O)ON1C(CCC1=O)=O)C